5-(p-tolylamino)-1H-1,2,3-triazole-4-carboxylic acid C1(=CC=C(C=C1)NC1=C(N=NN1)C(=O)O)C